C(C)C=1C(=CC=C2C=C(C=C(C12)C1=C(C=2N=C(N=C(C2C(=N1)NC)N1C[C@@](CCC1)(O)C)SC)F)OCOC)F (R)-1-(7-(8-ethyl-7-fluoro-3-(methoxymethoxy)naphthalen-1-yl)-8-fluoro-5-(methylamino)-2-(methylthio)pyrido[4,3-d]pyrimidin-4-yl)-3-methylpiperidin-3-ol